C(C)(=O)NC1=NC=CC(=C1)C=1OC=C(N1)C(=O)NC=1C=C2C(=NC1N1CC(CCC1)O)N=C(S2)N2CCOCC2 2-(2-acetamidopyridin-4-yl)-N-(5-(3-hydroxypiperidin-1-yl)-2-morpholinothiazolo[4,5-b]pyridin-6-yl)oxazole-4-carboxamide